CN1N=C(C=C1)C1CC(CCC1)C(=O)N 3-(1-methyl-1H-pyrazol-3-yl)cyclohexane-1-carboxamide